E-1-N-methylpyrrolidone CN1C(CCC1)=O